6-(4-(7H-pyrrolo[2,3-d]pyrimidin-4-yl)-3,4-dihydro-2H-1,4-thiazin-6-yl)-3,4-dihydroisoquinolin-1(2H)-one N1=CN=C(C2=C1NC=C2)N2CCSC(=C2)C=2C=C1CCNC(C1=CC2)=O